C(C)N1CCN(CC1)C1=CC=C(N)C=C1 4-(4-ethylpiperazin-1-yl)aniline